methyl 4-(5-isopropoxypyrimidin-2-yl)-5-methylthiophene-2-carboxylate C(C)(C)OC=1C=NC(=NC1)C=1C=C(SC1C)C(=O)OC